FC1=CC(=C(CSC2=NC=3N(C(N(C(C3N2C)=O)C)=O)C)C=C1OC)OC 8-(4-fluoro-2,5-dimethoxybenzylthio)-1,3,7-trimethyl-1H-purine-2,6(3H,7H)-dione